butyl-4-(chloromethyl)benzamide n-butylcyanoacrylate C(CCC)C=C(C(=O)O)C#N.C(CCC)C1=C(C(=O)N)C=CC(=C1)CCl